(2,2-bis((allyloxy) methyl) butan-1-yl) difluorophosphite P(OCC(CC)(COCC=C)COCC=C)(F)F